FC1=CC=CC=2NC(=NC21)CCNC(=O)C2=NC1=CC(=C(C=C1N(C2=O)C)C)C N-(2-(4-fluoro-1H-benzo[d]imidazol-2-yl)ethyl)-4,6,7-trimethyl-3-oxo-3,4-dihydroquinoxaline-2-Carboxamide